C(C1=CC=CC=C1)OC1=CC=C(C(=N1)C1=N[C@H](C=2N(C3=C1C(=C(C=C3)C(F)(F)F)Cl)C=C(N2)C(=O)NC2CC2)C)F (4S)-6-(6-benzyloxy-3-fluoro-2-pyridinyl)-7-chloro-N-cyclopropyl-4-methyl-8-(trifluoromethyl)-4H-imidazo[1,2-a][1,4]benzodiazepine-2-Carboxamide